NC1=NC(=NC=C1)C(C)N(C(C#C[Si](C(C)C)(C(C)C)C(C)C)=O)C1=CC(=C(C=C1)OC)Cl N-(1-(4-aminopyrimidin-2-yl)ethyl)-N-(3-chloro-4-methoxyphenyl)-3-(triisopropylsilyl)propiolamide